dibenzothiophenyl sulfide C1(=CC=CC=2SC3=C(C21)C=CC=C3)SC3=CC=CC=2SC1=C(C23)C=CC=C1